C(C#C)OCCCOCCCNC([O-])=O [3-[3-(prop-2-yn-1-yloxy)propoxy]propyl]carbamate